C(#N)CC[C@H](NC(=O)N1CC2=CC=CC(=C2CC1)C1=CC=C(C=C1)C(F)(F)F)C=1C=C(C(=O)O)C=CC1 (S)-3-(3-cyano-1-(5-(4-(trifluoromethyl)phenyl)-1,2,3,4-tetrahydroisoquinoline-2-carboxamido)propyl)benzoic acid